N-(3,3-diphenylpropyl)carbamoylmethylglycine C1(=CC=CC=C1)C(CCNC(=O)CNCC(=O)O)C1=CC=CC=C1